C(C)(C)(C)OC(=O)N([C@@H]1CN(CC1)C(=O)OCC1=CC=CC=C1)C1CCC1 benzyl (3S)-3-[(tert-butoxycarbonyl)(cyclobutyl)amino]pyrrolidine-1-carboxylate